C(C1=CC=CC=C1)OC(=O)N(CCN(C(OC(C)(C)C)=O)C)CC1=NOC(=C1Br)C tert-butyl N-[2-[benzyloxycarbonyl-[(4-bromo-5-methyl-isoxazol-3-yl) methyl] amino] ethyl]-N-methyl-carbamate